4-[4-tert-butyl-2-(2-fluoro-4-nitrophenoxy)phenyl]-2-chloropyrimidine C(C)(C)(C)C1=CC(=C(C=C1)C1=NC(=NC=C1)Cl)OC1=C(C=C(C=C1)[N+](=O)[O-])F